Cl.N1CCC(CC1)C=1C=C2C(NC(=NC2=CC1)C=1C=C2C(=CN1)SC=C2)=O 6-piperidin-4-yl-2-thieno[2,3-c]pyridin-5-yl-3H-quinazolin-4-one hydrochloride